(E)-methyl-3-(4-((5-fluoro-2,4-dioxo-3,4-dihydropyrimidin-1(2H)-yl)methyl) phenyl)-1-methyltriaz-2-ene-1-carboxylate COC(=O)N(\N=N\C1=CC=C(C=C1)CN1C(NC(C(=C1)F)=O)=O)C